2-(4-fluoro-2-methylphenyl)-6-((2-fluoropyridin-4-yloxy)methyl)imidazo[1,2-b][1,2,4]triazine FC1=CC(=C(C=C1)C=1C=NC=2N(N1)C=C(N2)COC2=CC(=NC=C2)F)C